3-CHLORO-2-OXOPROPANOIC ACID ClCC(C(=O)O)=O